FC(C1=C2C(=NC(=C1)C1=CN(C3=CN=C(C=C31)NC(C)=O)C)C3(OCC2)COCC3)F N-(3-(4'-(Difluoromethyl)-4,5,5',6'-Tetrahydro-2H-Spiro[Furan-3,8'-Pyrano[3,4-b]Pyridin]-2'-yl)-1-Methyl-1H-Pyrrolo[2,3-c]Pyridin-5-yl)Acetamide